dimethylsilyl diethylcarbamate C(C)N(C(O[SiH](C)C)=O)CC